3,3-bis(1,1-difluorohexyl)-[1,2]diaziridine FC(CCCCC)(F)C1(NN1)C(CCCCC)(F)F